1-[1-[1-(azetidin-3-yl)azetidin-3-yl]-4-piperidyl]-3-(4-phenoxyphenyl)pyrazolo[3,4-d]pyrimidin-4-amine N1CC(C1)N1CC(C1)N1CCC(CC1)N1N=C(C=2C1=NC=NC2N)C2=CC=C(C=C2)OC2=CC=CC=C2